(S)-1-((R)-1-(2-hydroxyethyl)pyrrolidin-3-yl)-3-(isoquinolin-4-yl)-2-oxoimidazolidine-4-carbonitrile OCCN1C[C@@H](CC1)N1C(N([C@@H](C1)C#N)C1=CN=CC2=CC=CC=C12)=O